N1C=CC=2C1=NC=C(C2)OC2=C(C(=O)OC)C=CC(=C2)N2CCN(CC2)CC2=C(C=CC=C2)C2=CC=C(C=C2)Cl Methyl 2-((1H-pyrrolo[2,3-b]pyridin-5-yl)oxy)-4-(4-((4'-chloro-[1,1'-biphenyl]-2-yl)methyl)piperazin-1-yl)benzoate